(4-(4-fluorophenyl)-1H-pyrrol-3-yl)(morpholine) FC1=CC=C(C=C1)C=1C(=CNC1)N1CCOCC1